CC(C)NC(=O)C=1N=NN(C1)CCCCC=1N=NC(=CC1)NC(CC1=CC(=CC=C1)OC(F)(F)F)=O N-(propan-2-yl)-1-[4-(6-{2-[3-(trifluoromethoxy)phenyl]acetamido}pyridazin-3-yl)butyl]-1H-1,2,3-triazole-4-carboxamide